3-tert-Butyl-[1,2,4]oxadiazole-5-carboxylic acid {2-[2-(1-isopropyl-3,5-dimethyl-1H-pyrazol-4-yl)-3H-imidazo[4,5-b]pyridin-7-yl]-6,7,8,9-tetrahydro-5H-benzocyclohepten-5-yl}-amide C(C)(C)N1N=C(C(=C1C)C1=NC=2C(=NC=CC2C=2C=CC3=C(CCCCC3NC(=O)C3=NC(=NO3)C(C)(C)C)C2)N1)C